C1[C@@H]([C@H]([C@@H]([C@H](C1=O)O)O)O)N The molecule is a trihydroxycyclohexanone that is cyclohexanone having three hydroxy groups located at positions 2, 3 and 4 as well as an amino group at position 5 (the 2S,3R,4S,5R-diastereomer). It is a trihydroxycyclohexanone and a primary amino compound. It derives from a scyllo-inositol. It is a conjugate base of a 3-ammonio-2,3-dideoxy-scyllo-inosose(1+).